ClC1=C(N=C2N(C1=O)C=CC=C2C2=CC=C(C(=O)NCC(F)(F)F)C=C2)C(F)(F)F 4-(3-chloro-4-oxo-2-(trifluoromethyl)-4H-pyrido[1,2-a]pyrimidin-9-yl)-N-(2,2,2-trifluoroethyl)benzamide